N-tert-butyl-2-[methyl([2-[1-(oxan-2-yl)pyrazolo[3,4-c]pyridin-5-yl]-5H,6H,7H-cyclopenta[d]pyrimidin-4-yl])amino]acetamide C(C)(C)(C)NC(CN(C=1C2=C(N=C(N1)C=1C=C3C(=CN1)N(N=C3)C3OCCCC3)CCC2)C)=O